6-[[4-(trifluoromethyl)pyrazol-1-yl]methylene]-2-azaspiro[3.3]heptane-2-carboxylic acid tert-butyl ester C(C)(C)(C)OC(=O)N1CC2(C1)CC(C2)=CN2N=CC(=C2)C(F)(F)F